5-(1-methyl-1H-benzo[d][1,2,3]triazol-6-yl)-N-(cis-4-(4-methylpiperazin-1-yl)cyclohexyl)pyrrolo[2,1-f][1,2,4]triazin-2-amine CN1N=NC2=C1C=C(C=C2)C=2C=CN1N=C(N=CC12)N[C@@H]1CC[C@@H](CC1)N1CCN(CC1)C